C(N)(=O)C=1C(=NN(C1)C1C(CCCC1)C#N)NC1=CC(=C(C(=O)OC)C=C1)B1OC(C(O1)(C)C)(C)C methyl 4-[[4-carbamoyl-1-(2-cyanocyclohexyl)pyrazol-3-yl]amino]-2-(4,4,5,5-tetramethyl-1,3,2-dioxaborolan-2-yl)benzoate